mono(2-hydroxyethyl) acrylate C(C=C)(=O)OCCO